C(C=CC1=CC=CC=C1)(=O)O.ClC1=NC(NC(=C1OC1=C(C=CC=C1)OC)Cl)(CCCCC=O)CC1=CC(=CC=C1)F 4,6-dichloro-2-(3-fluorobenzyl)-5-(2-methoxyphenoxy)pyrimidinevaleraldehyde cinnamate